2,6-dimethylheptan-2-yl formate C(=O)OC(C)(CCCC(C)C)C